2-methoxy-6-methyl-1,4-diacryloyloxynaphthalene COC1=C(C2=CC=C(C=C2C(=C1)OC(C=C)=O)C)OC(C=C)=O